((1aR,6bS)-hexahydrocyclopropa[a]pyrrolizin-6a(4H)-yl)methanol C1[C@H]2[C@@H]1CN1CCCC21CO